C(CCCCCCCCC)(=O)OC(CCCCCCCCC)=O n-decanoic anhydride